tert-butyl 4-(4-(((3S)-2,6-dioxopiperidin-3-yl)amino)-2-fluorophenyl)piperidine-1-carboxylate O=C1NC(CC[C@@H]1NC1=CC(=C(C=C1)C1CCN(CC1)C(=O)OC(C)(C)C)F)=O